4-(1-(4-amino-3-bromo-2-fluorophenyl)-2-methyl-1H-imidazol-4-yl)-N-(1-(methylsulfonyl)piperidin-4-yl)-5-(trifluoromethyl)pyrimidin-2-amine NC1=C(C(=C(C=C1)N1C(=NC(=C1)C1=NC(=NC=C1C(F)(F)F)NC1CCN(CC1)S(=O)(=O)C)C)F)Br